2-(6-(4-(((2-(2,6-dioxopiperidin-3-yl)-1-oxoisoindoline-5-yl)methyl)(methyl)amino)piperidin-1-yl)-1-oxoisoindolin-2-yl)-2-(5-fluoro-2-hydroxyphenyl)-N-(thiazol-2-yl)acetamide O=C1NC(CCC1N1C(C2=CC=C(C=C2C1)CN(C1CCN(CC1)C1=CC=C2CN(C(C2=C1)=O)C(C(=O)NC=1SC=CN1)C1=C(C=CC(=C1)F)O)C)=O)=O